(S)-(4-Cinnamyl-7-azabicyclo[2.2.1]heptan-1-yl)(3-fluorophenyl)methanol C(C=CC1=CC=CC=C1)C12CCC(CC1)(N2)[C@@H](O)C2=CC(=CC=C2)F